methyl 2-(5-(3-bromophenyl)-2-(cyclopropylmethyl)-1H-pyrrol-3-yl)-5-methyloxazole-4-carboxylate BrC=1C=C(C=CC1)C1=CC(=C(N1)CC1CC1)C=1OC(=C(N1)C(=O)OC)C